4-amino-5-(4-chlorophenyl)-7-{[1-(propan-2-yl)-1H-pyrazol-4-yl]methyl}-7H-pyrrolo[2,3-d]pyrimidine-6-carbonitrile NC=1C2=C(N=CN1)N(C(=C2C2=CC=C(C=C2)Cl)C#N)CC=2C=NN(C2)C(C)C